(6R,9S)-N-(3,4-dichlorophenyl)-3-oxo-3,5,6,7,8,9-hexahydro-2H-6,9-epiminocyclohepta[c]-pyridine-10-carboxamide ClC=1C=C(C=CC1Cl)NC(=O)N1[C@H]2CC=3C(=CNC(C3)=O)[C@@H]1CC2